[OH-].C(C)[N+](C1CC(N(C(C1)(C)C)C)(C)C)(C)CC diethyl-methyl-(1,2,2,6,6-pentamethyl-piperidin-4-yl)ammonium hydroxide